2,4-di-tert-amyl-6-(3',5'-di-tert-amyl-2'-hydroxy-α-methylbenzyl)phenyl acrylate C(C=C)(=O)OC1=C(C=C(C=C1C(C1=C(C(=CC(=C1)C(C)(C)CC)C(C)(C)CC)O)C)C(C)(C)CC)C(C)(C)CC